3-((4,4-bis(octyloxy)butanoyl)oxy)-2-(((9Z,12Z)-octadeca-9,12-dienoyloxy)methyl)propyl 1,4-dimethylpiperidine-4-carboxylate CN1CCC(CC1)(C(=O)OCC(COC(CCC(OCCCCCCCC)OCCCCCCCC)=O)COC(CCCCCCC\C=C/C\C=C/CCCCC)=O)C